4-methoxybenzyl (4-((phenylmethyl)sulfonamido)phenyl)carbamate C1(=CC=CC=C1)CS(=O)(=O)NC1=CC=C(C=C1)NC(OCC1=CC=C(C=C1)OC)=O